(R)-(+)-2,2-bis(diphenylphosphino)-1,1'-binaphthyl C1(=CC=CC=C1)P(C1(C(=C2C=CC=CC2=CC1)C1=CC=CC2=CC=CC=C12)P(C1=CC=CC=C1)C1=CC=CC=C1)C1=CC=CC=C1